ClC1=C(C=CC=C1Cl)N1CCN(CC1)CC#CC=1C=C(C=NC1)O 5-(3-(4-(2,3-dichlorophenyl)piperazin-1-yl)prop-1-yn-1-yl)pyridin-3-ol